NC1=C(SC2=NC(=CC(=C21)C(C)C)C2=CC(N(C=N2)C)=O)[S@](=O)CCOC 6-{3-amino-2-[(R)-2-methoxyethanesulfinyl]-4-(propan-2-yl)thieno[2,3-b]pyridin-6-yl}-3-methyl-3,4-dihydropyrimidin-4-one